C(CCCC=C=CCCCCCCCCCCC)(=O)O (S)-octadeca-5,6-dienoic acid